Tert-butyl (R)-3-((S)-1-(tert-butoxy)-3-(3-formylbenzofuran-5-yl)-1-oxopropan-2-yl)pyrrolidine-1-carboxylate C(C)(C)(C)OC([C@@H](CC=1C=CC2=C(C(=CO2)C=O)C1)[C@@H]1CN(CC1)C(=O)OC(C)(C)C)=O